FC1=CC(=CC=2N=C(OC21)NC=2SC1=C(N2)C=CC(=C1)C(F)(F)F)C1CCN(CC1)CCO 2-(4-(7-fluoro-2-((6-(trifluoromethyl)benzo[d]thiazol-2-yl)amino)benzo[d]oxazol-5-yl)piperidin-1-yl)ethan-1-ol